N-(2-(4,4-difluorocyclohexyl)-4-(6-fluoro-3,4-dihydroisoquinolin-2(1H)-yl)-6-methylphenyl)-3,3-dimethylbutanamide FC1(CCC(CC1)C1=C(C(=CC(=C1)N1CC2=CC=C(C=C2CC1)F)C)NC(CC(C)(C)C)=O)F